FC1C(C1)N1C=C(C(C2=CC(=C(C=C12)N1CCC2(CCOC2)CC1)F)=O)C(=O)O 1-(2-fluorocyclopropyl)-6-fluoro-1,4-dihydro-7-(2-oxa-8-azaspiro[4.5]dec-8-yl)-4-oxo-3-quinolinecarboxylic acid